Heptadecan-9-yl 8-((2-hydroxyethyl)(4-(nonyloxy)-4-oxobutyl)amino)octanoate Henicosan-11-yl-6-((2-hydroxyethyl)(6-oxo-6-(undecyloxy)hexyl)amino)hexanoate zinc nitrourea salt [N+](=O)([O-])NC(=O)N.[Zn].CCCCCCCCCCC(CCCCCCCCCC)OC(CCCCCN(CCCCCC(OCCCCCCCCCCC)=O)CCO)=O.OCCN(CCCCCCCC(=O)OC(CCCCCCCC)CCCCCCCC)CCCC(=O)OCCCCCCCCC